ClC=1C=C(C[C@H]2C[C@@H](N(C2)C(=O)OC(C)(C)C)C(=O)OCC2=CC=CC=C2)C=CC1 2-benzyl 1-(tert-butyl) (2R,4S)-4-(3-chlorobenzyl)pyrrolidine-1,2-dicarboxylate